(R) and (S)-2-(((1-cyclobutyl-3-methyl-1H-pyrazol-4-yl)oxy)methyl)morpholine C1(CCC1)N1N=C(C(=C1)OC[C@H]1CNCCO1)C |r|